[Phenyl(dimethylfluorenyl)triazinyl](Dibenzofuranyl)terphenyl C1(=CC=CC=C1)C1=C(C(=NN=N1)C=1C(=C(C=CC1)C=1C(=CC=CC1)C1=CC=CC=C1)C1=CC=CC=2OC3=C(C21)C=CC=C3)C3=C(C(=CC=2C1=CC=CC=C1CC32)C)C